NC1=NC=NC2=C(C=CC=C12)C(=O)NC1=C2C=CN=C(C2=CC=C1C)NC1=C(C=C(C=C1)OCCN1CCOCC1)F 4-amino-N-(1-((2-fluoro-4-(2-morpholinoethoxy)phenyl)amino)-6-methylisoquinolin-5-yl)quinazoline-8-carboxamide